NC=1C2=C(N=CN1)N(C(=C2C2=CC=C(C=C2)OC2=CC=CC=C2)C#CC2CN(CC2)C(C=C)=O)CCCCN(C)C 1-(3-((4-amino-7-(4-(dimethylamino)butyl)-5-(4-phenoxyphenyl)-7H-pyrrolo[2,3-d]pyrimidin-6-yl)ethynyl)pyrrolidin-1-yl)prop-2-en-1-one